O1CCN(CC1)C=1N=C(C=2N(C1)N=CC2)C2=CC=C(CNC(OC(C)(C)C)=O)C=C2 tert-butyl (4-(6-morpholinopyrazolo[1,5-a]pyrazin-4-yl)benzyl)carbamate